C(#N)C1CN(C1)S(=O)(=O)N1C[C@H](CCC1)C(=O)N1[C@H]([C@H]2C[C@H]2C1)C(=O)NCC1=CC=C(C=C1)C(F)(F)F (1S,2r,5r)-3-(((3S)-1-((3-cyano-1-azetidinyl)sulfonyl)-3-piperidinyl)carbonyl)-N-(4-(trifluoromethyl)benzyl)-3-azabicyclo[3.1.0]hexane-2-carboxamide